potassium meta-styrenesulfonate C=CC1=CC(=CC=C1)S(=O)(=O)[O-].[K+]